4-Methyl-1,2-pentan-diol CC(CC(CO)O)C